(S)-2-chloro-N-(3-(8-ethyl-2-(piperidin-3-ylamino)quinazolin-6-yl)imidazo[1,2-a]pyrazin-8-yl)benzenesulfonamide ClC1=C(C=CC=C1)S(=O)(=O)NC=1C=2N(C=CN1)C(=CN2)C=2C=C1C=NC(=NC1=C(C2)CC)N[C@@H]2CNCCC2